1,3-dimethylindazole CN1N=C(C2=CC=CC=C12)C